(E)-N'-(3,5-dimethoxybenzylidene)-5-methoxypyrazine-2-carbohydrazide COC=1C=C(\C=N\NC(=O)C2=NC=C(N=C2)OC)C=C(C1)OC